CN(CCNC1=C2C(=NC(=N1)C1=CC=C(C=C1)NS(=O)(=O)C1=C(C=NC=C1)F)N(N=C2C)C2OCCCC2)C N-[4-(4-[[2-(dimethylamino)ethyl]amino]-3-methyl-1-(oxan-2-yl)pyrazolo[3,4-d]pyrimidin-6-yl)phenyl]-3-fluoropyridine-4-sulfonamide